5,6,7,8-tetrahydroquinolin-8-yl-(4-hydroxy-but-1-yl)-amine N1=CC=CC=2CCCC(C12)NCCCCO